tert-butyl 4-[1-[5-bromo-6-(difluoromethyl)-2-pyridyl]-4-piperidyl]piperazine-1-carboxylate BrC=1C=CC(=NC1C(F)F)N1CCC(CC1)N1CCN(CC1)C(=O)OC(C)(C)C